C(CCCCCCCCCCCCCCC)OF perfluoro hexadecyl ether